ethyl (amino((4-((ethoxycarbonyl)amino)butyl)amino)methylene)carbamate NC(NCCCCNC(=O)OCC)=NC(OCC)=O